N1N=NN=C1C1=CC=C(C=C1)[C@H]1C(CN(CC1)C(C(=O)NC1=NC=C(N=C1)OC1=C(C=C(C=C1)F)F)=C)(F)F (S)-2-((S)-4-(4-(1H-tetrazol-5-yl)phenyl)-3,3-difluoropiperidin-1-yl)-N-(5-(2,4-difluorophenoxy)pyrazin-2-yl)propenamide